FC1=CC=C(C=C1)C=1N=CN(C1C1=NC(=NC=C1)OC)[C@@H]1CC[C@H](CC1)O trans-4-[4-(4-Fluorophenyl)-5-(2-methoxy-4-pyrimidinyl)-1H-imidazol-1-yl]cyclohexanol